[N+](=O)([O-])C1=C(C=CC=C1)N1C(=CC=C1)/C=C/C=NC(=NN)N N-{(2e)-3-[1-(2-nitrophenyl)-1H-pyrrol-2-yl]-allylidene}-aminoguanidine